2,3-dimercapto-1,3,4-thiadiazole SC1SC=NN1S